tert-butyl 4-(5-bromo-2-methyl-4-oxo-3,4-dihydropyrido[3,4-d]pyrimidin-6-yl)-4-carbamoylpiperidine-1-carboxylate BrC1=C(N=CC=2N=C(NC(C21)=O)C)C2(CCN(CC2)C(=O)OC(C)(C)C)C(N)=O